1-(4-(2-chloroallyl)piperazin-1-yl)ethan-1-one ((2R,3S,5R)-2-ethynyl-5-(2-fluoro-6-tetradecan-amido-9H-purin-9-yl)-3-hydroxy-tetra-hydrofuran-2-yl)methyl-propionate C(#C)[C@@]1(O[C@H](C[C@@H]1O)N1C2=NC(=NC(=C2N=C1)NC(CCCCCCCCCCCCC)=O)F)COC(CC)=O.ClC(CN1CCN(CC1)C(C)=O)=C